N-(4-(6-cyano-5-fluoropyridin-2-yl)-3-methylphenyl)-3-fluorobenzenesulfonamide C(#N)C1=C(C=CC(=N1)C1=C(C=C(C=C1)NS(=O)(=O)C1=CC(=CC=C1)F)C)F